CC1=C(C=C(C=C1)C(=O)N1CCC(CC1)C1=CC=C(C=C1)OC1=NC(=NS1)C(F)(F)F)NS(=O)(=O)CC1=CC=CC=C1 N-(2-methyl-5-(4-(4-((3-(trifluoromethyl)-1,2,4-thiadiazol-5-yl)oxy)phenyl)piperidine-1-carbonyl)phenyl)-1-phenylmethanesulfonamide